1-(2,4-Dichloro-phenoxymethyl)-2-methyl-5-nitro-1H-imidazole ClC1=C(OCN2C(=NC=C2[N+](=O)[O-])C)C=CC(=C1)Cl